1,3-dicyanophenyl-5-methylbenzene C(#N)C1(CC(=CC=C1)C#N)C1=CC=CC(=C1)C